2-bromo-5-(4-methylpentanamido)benzoic acid BrC1=C(C(=O)O)C=C(C=C1)NC(CCC(C)C)=O